C(C)(C)(C)N1C=C(C=C1)CCO[Si](C)(C)C(C)(C)C tert-butyl-3-[2-[tert-butyl(dimethyl)silyl]oxyethyl]-1H-pyrrole